(3Z)-6-(pentyloxymethoxy)-3-hexenyliodide C(CCCC)OCOCC\C=C/CCI